oxalic acid monolysinylamide N[C@@H](CCCCN)C(=O)NC(C(=O)O)=O